N1(CCCCC1)CCCNC(C1=CC=CC=C1)=O N-(3-(piperidin-1-yl)propyl)benzamide